2-(2-(cyclopropanesulfonylamino)thiazol-4-yl)-2-ethyl-N-(4-(pyrazin-2-yl)phenyl)butanamide C1(CC1)S(=O)(=O)NC=1SC=C(N1)C(C(=O)NC1=CC=C(C=C1)C1=NC=CN=C1)(CC)CC